(4-(1H-pyrazol-4-yl)phenyl)-5-fluoro-1,3-dihydrospiro[indene-2,3'-pyrrolidine]-2'-one N1N=CC(=C1)C1=CC=C(C=C1)N1C(C2(CC1)CC1=CC=C(C=C1C2)F)=O